O=C1CC[C@@H](N1)/C=C/C(=O)OCC ethyl (R,E)-3-(5-oxopyrrolidin-2-yl)acrylate